C(CCCCC)OC1=CC=C(C=C1)C1=C(C=CC=C1)N=NC1=CC=CC=C1 4-(hexyloxy)phenylazobenzene